N-[4-[4-[[2-(4-chlorophenyl)-4,4-dimethylcyclohexen-1-yl]methyl]piperazin-1-yl]phenyl]sulfonyl-5-fluoro-6-(1H-imidazol-1-yl)pyridine-2-carboxamide ClC1=CC=C(C=C1)C1=C(CCC(C1)(C)C)CN1CCN(CC1)C1=CC=C(C=C1)S(=O)(=O)NC(=O)C1=NC(=C(C=C1)F)N1C=NC=C1